C(C)(C)(C)OC(=O)N1C[C@H](CC1)[C@@H](C(=O)OC(C)(C)C)CC1=CC=C2C=CNC2=C1 (R)-3-((S)-1-(tert-butoxy)-3-(1H-indol-6-yl)-1-oxopropane-2-yl)pyrrolidine-1-carboxylic acid tert-butyl ester